BrC1=C(C=NN(C1=O)C)N[C@@H]1C[C@@H](CN(C1)C)C1=CC=C(C(=O)N2CCC(CC2)OC2=C3C(N(C(C3=CC=C2)=O)C2C(NC(CC2)=O)=O)=O)C=C1 4-((1-(4-((3R,5R)-5-((5-bromo-1-methyl-6-oxo-1,6-dihydropyridazin-4-yl)amino)-1-methylpiperidin-3-yl)benzoyl)piperidin-4-yl)oxy)-2-(2,6-dioxopiperidin-3-yl)isoindoline-1,3-dione